OC(CO)C1=C2C(=NN(C2=CC=C1)C1=CC=C(C=C1)S(F)(F)(F)(F)F)CNC(C=C)=O N-((4-(1,2-dihydroxyethyl)-1-(4-(pentafluoro-lambda6-sulfanyl)phenyl)-1H-indazol-3-yl)methyl)acrylamide